N1(CCNCC1)CC1=CC=C(CN2CCN(CC2)C=2C=C3C(NC(C3=CC2)=O)=O)C=C1 5-(4-(4-(piperazin-1-ylmethyl)benzyl)piperazin-1-yl)isoindoline-1,3-dione